CN1C=NC(=C1)CCNC(N)=O 3-(2-(1-methyl-1H-imidazole-4-yl)ethyl)urea